CC=1SC2=C(N1)C=CC=1CCC(C12)CCNC(C)=O N-[2-(2-methyl-7,8-dihydro-6H-indeno[5,4-d][1,3]thiazol-8-yl)ethyl]acetamide